P1(OC(=O)O1)[O-].[Rh+3].C1(=O)OP(O1)[O-].C1(=O)OP(O1)[O-] rhodium carbonyl monophosphite